C1(=C(C=CC=C1)[SiH2]Cl)C o-tolyl-monochlorosilane